OC1=CC=C(C=C2N=C(N(C2=O)C)C=CC(=O)N)C=C1 3-(4-(4-hydroxybenzylidene)-4,5-dihydro-1-methyl-5-oxo-imidazol-2-yl)acrylamide